2-bromo-5-fluorothiazole-4-carboxylic acid BrC=1SC(=C(N1)C(=O)O)F